CCCCCC(/C=C/CO)O The molecule is a medium-chain primary fatty alcohol that is (2E)-non-2-ene which is substituted by hydroxy groups at positions 1 and 4. It is a medium-chain primary fatty alcohol, a primary allylic alcohol, a diol, a secondary allylic alcohol and a 4-hydroxynonenol.